acryloyloxyoctadecyldichloromethylsilane C(C=C)(=O)OCCCCCCCCCCCCCCCCCC[SiH2]C(Cl)Cl